C(C)(C)(C)OC(N([C@H](C(N[C@H]1C(OCC1)=O)=O)CC(C)C)C)=O methyl-((S)-4-methyl-1-oxo-1-(((R)-2-oxotetrahydrofuran-3-yl)amino)pent-2-yl)carbamic acid tert-butyl ester